FC1=C(C(=CC=C1)CO)NC=1N=C(N=NC1C(=O)N)NC1=C(C=C2CCN(C(C2=C1)C)C)OC ((2-fluoro-6-(hydroxymethyl)phenyl)amino)-3-((6-methoxy-1,2-dimethyl-1,2,3,4-tetrahydroisoquinolin-7-yl)amino)-1,2,4-triazine-6-carboxamide